NC1=NNC(C2=C1N(C=C2[C@@H]2CN(CCC2)C(C#CC)=O)C2=CC=C(C=C2)OC2=C(C=CC=C2F)F)=O (R)-7-Amino-3-(1-(but-2-ynoyl)piperidin-3-yl)-1-(4-(2,6-difluorophenoxy)phenyl)-1,5-dihydro-4H-pyrrolo[2,3-d]pyridazin-4-on